N-(2-methoxy-4-aminophenyl)-2-fluoro-3-bromobenzamide COC1=C(C=CC(=C1)N)NC(C1=C(C(=CC=C1)Br)F)=O